methyl 4-amino-1-(isoquinolin-7-yl)-2-oxo-7-(trifluoromethyl)-1,2-dihydroquinoline-3-carboxylate NC1=C(C(N(C2=CC(=CC=C12)C(F)(F)F)C1=CC=C2C=CN=CC2=C1)=O)C(=O)OC